N-(4-(4-(azetidin-3-yl)piperazin-1-yl)phenyl)-N-((1r,4r)-4-(quinazolin-2-ylamino)cyclohexyl)acetamide N1CC(C1)N1CCN(CC1)C1=CC=C(C=C1)N(C(C)=O)C1CCC(CC1)NC1=NC2=CC=CC=C2C=N1